ClC1=C(C=C2CCN(C2=C1)C1=NC=NC2=CC=C(C=C12)C=1C=C2C(=NC1)NN=N2)F 4-(6-chloro-5-fluoro-indolin-1-yl)-6-(3H-triazolo[4,5-b]pyridin-6-yl)quinazoline